2,6,7-trimethyl-3-((5-(trifluoromethyl)pyridin-2-yl)methyl)naphthalene-1,4-dione CC=1C(C2=CC(=C(C=C2C(C1CC1=NC=C(C=C1)C(F)(F)F)=O)C)C)=O